[(3aS,7aS)-3a-(3,4-dimethoxyphenyl)-1-methyl-3,4,5,7a-tetrahydro-2H-indol-6-yl]cyclopropanecarboxylate COC=1C=C(C=CC1OC)[C@@]12CCN([C@H]2C=C(CC1)OC(=O)C1CC1)C